FN(CC1=NC(=C(N=C1)C)F)F difluoro(6-fluoro-5-methylpyrazin-2-yl)methylamine